C[C@H]1O[C@H](CN(C1)C1=NC=CC(=C1)OC1=CC(=C(C=C1)NC1=NC=NC2=CC(=C(C=C12)NC1CCN(CC1)C(C=C)=O)OC)F)C 1-(4-((4-((4-((2-((2R,6S)-2,6-dimethylmorpholino)pyridin-4-yl)oxy)-2-fluorophenyl)amino)-7-methoxyquinazolin-6-yl)amino)piperidin-1-yl)prop-2-en-1-one